6-[[tert-butyl-(diphenyl)silyl]oxymethyl]tetrahydropyran-3-ol C(C)(C)(C)[Si](OCC1CCC(CO1)O)(C1=CC=CC=C1)C1=CC=CC=C1